N-benzyl-4-(2-cyanoisoindolin-4-yl)picolinamide C(C1=CC=CC=C1)NC(C1=NC=CC(=C1)C1=C2CN(CC2=CC=C1)C#N)=O